FC=1C=C(C=CC1)CNC(=O)C=1C(=NC(=CC1C)N1CCOCC1)\C=C\C N-[(3-Fluorophenyl)-methyl]-4-methyl-6-morpholin-4-yl-2-[(E)-prop-1-enyl]-pyridine-3-carboxylic acid amide